CN(CC=CC(=O)NCC(=O)NC=1C=C(CN2C(NCC2)=O)C=CC1)C 3-(3-(2-(4-(dimethylamino)but-2-enamido)acetamido)benzyl)-2-oxoimidazolidin